C1(=CC=C(C=C1)C(C1=CC=C(C=C1)F)NCC1=CC=CC=C1)C(C1=CC=C(C=C1)F)NCC1=CC=CC=C1 N'-[1,4-phenylene-bis[(4-fluorophenyl)methylene]]bis[benzylamine]